N-((1r,4r)-4-aminocyclohexyl)-4-((3-(2,3-difluoro-4-methoxyphenyl)imidazo[1,2-a]pyrazin-8-yl)amino)-2-ethylbenzamide NC1CCC(CC1)NC(C1=C(C=C(C=C1)NC=1C=2N(C=CN1)C(=CN2)C2=C(C(=C(C=C2)OC)F)F)CC)=O